C(C)C(CC)CCC(CCC(CCCC)CC)S(=O)(=O)[O-].[Na+].NCCCN(CCCN)C N,N-bis-(3-aminopropyl)methylamin sodium (3,9-diethyltridecane-6-sulfonate)